5-(4-((3-ethyl-2,4-dioxo-1,2,3,4-tetrahydropyrido[3,2-d]pyrimidin-7-yl)methyl)piperazin-1-yl)-N,6-dimethylpicolinamide C(C)N1C(NC2=C(C1=O)N=CC(=C2)CN2CCN(CC2)C=2C=CC(=NC2C)C(=O)NC)=O